[N@]1(C(C1)C(=O)OC)C(=O)OCC1C2=CC=CC=C2C=2C=CC=CC12 2-methyl 1-((9H-fluoren-9-yl)methyl) (S)-aziridine-1,2-dicarboxylate